Methyl (S)-2-((tert-butoxycarbonyl)amino)-5-(5-fluoro-6-((hydroxyimino)methyl)pyridin-2-yl)pent-4-ynoate C(C)(C)(C)OC(=O)N[C@H](C(=O)OC)CC#CC1=NC(=C(C=C1)F)C=NO